N=1C=C(N2C1C=CC=C2)C2=NN(C(=C2)C)C2=NC(=NC(=C2)N2CCOCC2)[C@H](CO)OC (R)-2-(4-(3-(imidazo[1,2-a]pyridin-3-yl)-5-methyl-1H-pyrazol-1-yl)-6-morpholinopyrimidin-2-yl)-2-methoxyethan-1-ol